2,6-diphenylmethyl-4-t-butylaniline C1(=CC=CC=C1)CC1=C(N)C(=CC(=C1)C(C)(C)C)CC1=CC=CC=C1